C(C)(C)(C)OC(=O)N1CCC2(CC1)COC1=C2C=CC(=C1F)C(N[C@@H]1C(NC(CC1)=O)=O)=O (S)-6-((2,6-dioxopiperidin-3-yl)carbamoyl)-7-fluoro-2H-spiro[benzofuran-3,4'-piperidine]-1'-carboxylic acid tert-butyl ester